ClC1CN(CCC1)C1=CC=C(C=C1)[N+](=O)[O-] 3-chloro-1-(4-nitrophenyl)piperidine